potassium dibenzyl-phosphate salt C(C1=CC=CC=C1)OP(=O)(OCC1=CC=CC=C1)[O-].[K+]